2-benzyl-4-ethyl-6-phenyl-1,2,4-triazine-3,5(2H,4H)-dione C(C1=CC=CC=C1)N1N=C(C(N(C1=O)CC)=O)C1=CC=CC=C1